(R,E)-3-(4-(7-(tert-butoxycarbonyl)-3-oxohexahydroimidazo[1,5-a]pyrazin-2(3H)-yl)phenyl)-2-methylacrylic acid C(C)(C)(C)OC(=O)N1C[C@@H]2N(CC1)C(N(C2)C2=CC=C(C=C2)/C=C(/C(=O)O)\C)=O